(1r,2'R,4R)-4-(3-chloroanilino)-2'-{(2R)-2-phenyl-3-[(pyridin-3-yl)oxy]propyl}-2',3'-dihydrospiro[cyclohexane-1,1'-indene]-4-carboxylic acid ClC=1C=C(NC2(CCC3([C@@H](CC4=CC=CC=C34)C[C@@H](COC=3C=NC=CC3)C3=CC=CC=C3)CC2)C(=O)O)C=CC1